C(C(O)C)(=S)[O-].[Sr+2].FC(C(=O)NC1=CC=C(C=C1)S(N)(=O)=O)(F)F.C(C(O)C)(=S)[O-] 2,2,2-trifluoro-N-(4-sulfamoylphenyl)acetamide strontium thiolactate